NCCN1N=NC2=C(C1=O)C=C(C=C2)C(F)(F)F 3-(2-aminoethyl)-6-(trifluoromethyl)benzo[d][1,2,3]triazin-4(3H)-one